O.N[C@@H](CC1=CNC=N1)C(=O)N[C@@H](CC(C)C)C(=O)O histidyl-leucine hydrate